C(C1=CC=CC=C1)N1[C@@H]2[C@](C(C1)=O)(CN(C2)C(=O)OC(C)(C)C)C(=O)OCC cis-5-tert-butyl 3a-ethyl 1-benzyl-3-oxohexahydropyrrolo[3,4-b]pyrrole-3a,5(1H)-dicarboxylate